2-((S)-1-(1-((S)-2-((6-oxo-5-(trifluoromethyl)-1,6-dihydropyridazin-4-yl)amino)propyl)-1H-pyrrole-3-carbonyl)piperazin-2-yl)acetamide O=C1C(=C(C=NN1)N[C@H](CN1C=C(C=C1)C(=O)N1[C@H](CNCC1)CC(=O)N)C)C(F)(F)F